N,N-dicarboxymethylalanine trisodium salt [Na+].[Na+].[Na+].C(=O)([O-])CN([C@@H](C)C(=O)[O-])CC(=O)[O-]